7-chloro-5-(2-ethylphenyl)imidazo[1,2-a]Quinoxaline-4(5H)-on ClC=1C=C2N(C(C=3N(C2=CC1)C=CN3)=O)C3=C(C=CC=C3)CC